BrC=1N=C(N(N1)C1=NC=C(C=N1)OCC(F)F)C(C)NC(C1=CC(=CC(=C1)C(F)(F)F)OCC(F)F)=O N-[1-[5-bromo-2-[5-(2,2-difluoroethoxy)pyrimidin-2-yl]-1,2,4-triazol-3-yl]ethyl]-3-(2,2-difluoroethoxy)-5-(trifluoromethyl)benzamide